CN1CCNCCC1 1-methylhomopiperazine